Tert-butyl-4,4-difluoro-3-{[3-(5-methyl-1,3-thiazol-2-yl)-5-({(1R)-1-[2-(trifluoromethyl)pyrimidin-5-yl]ethyl}carbamoyl)phenoxy]-methyl}piperidine-1-carboxylate C(C)(C)(C)OC(=O)N1CC(C(CC1)(F)F)COC1=CC(=CC(=C1)C(N[C@H](C)C=1C=NC(=NC1)C(F)(F)F)=O)C=1SC(=CN1)C